6-phenoxyquinoline-4-carboxylic acid ethyl ester C(C)OC(=O)C1=CC=NC2=CC=C(C=C12)OC1=CC=CC=C1